8-bromo-N-(cyclopropylmethyl)-N-[1-(3-pyrimidin-2-ylpyrazin-2-yl)ethyl]-6-(trifluoromethyl)quinazolin-4-amine BrC=1C=C(C=C2C(=NC=NC12)N(C(C)C1=NC=CN=C1C1=NC=CC=N1)CC1CC1)C(F)(F)F